Methyl 2-(bromomethyl)-4-(2-(4-(bromomethyl)-3-(methoxycarbonyl)phenoxy) ethoxy)-5-chlorobenzoate BrCC1=C(C(=O)OC)C=C(C(=C1)OCCOC1=CC(=C(C=C1)CBr)C(=O)OC)Cl